5-(3-chloroimidazo[1,2-a]pyrimidin-6-yl)-N-(cis-3-(2-methoxyethoxy)cyclobutyl)pyrrolo[2,1-f][1,2,4]triazin-2-amine ClC1=CN=C2N1C=C(C=N2)C=2C=CN1N=C(N=CC12)N[C@@H]1C[C@@H](C1)OCCOC